tert-butyl 4-[4-[3-cyano-4-[(1-methyl-6-oxo-2-pyridyl)sulfanyl]pyrazolo[1,5-a]pyridin-6-yl]-5-methyl-pyrazol-1-yl]piperidine-1-carboxylate C(#N)C=1C=NN2C1C(=CC(=C2)C=2C=NN(C2C)C2CCN(CC2)C(=O)OC(C)(C)C)SC=2N(C(C=CC2)=O)C